3-((1S,2S)-2-(6-(2,4-dioxo-1,2,3,4-tetrahydropyrimidin-5-yl)imidazo[1,2-b]pyridazin-8-yl)cyclopropyl)benzoic acid O=C1NC=C(C(N1)=O)C=1C=C(C=2N(N1)C=CN2)[C@@H]2[C@H](C2)C=2C=C(C(=O)O)C=CC2